FC(S(=O)(=O)OC1CC(C1)C#N)(F)F (1s,3s)-3-cyanocyclobutyl trifluoromethanesulfonate